2-[(3S)-3-hydroxypyrrolidin-1-yl]-1,3-thiazole O[C@@H]1CN(CC1)C=1SC=CN1